IC1=NN(C(=C1)C)C1=CC=C(C=C1)OC(F)(F)F 3-iodo-5-methyl-1-[4-(trifluoromethoxy)phenyl]pyrazole